2-(2,6-diisopropylphenoxy)tetrahydropyran-6-yl dihydrogen phosphate P(=O)(OC1CCCC(O1)OC1=C(C=CC=C1C(C)C)C(C)C)(O)O